6-(3,4-dimethoxyphenyl)-7-ethyl-2-(1'-isopropyl-[1,4'-bipiperidin]-4-yl)-5H-pyrrolo[3,2-d]pyrimidine COC=1C=C(C=CC1OC)C1=C(C=2N=C(N=CC2N1)C1CCN(CC1)C1CCN(CC1)C(C)C)CC